ClC=1C(=C(C(=CC1)N1N=NN=C1)C1=CC(N2[C@@H](CC[C@@H]2C1)C(=O)NC=1C=C2C3(C(NC2=CC1)=O)CCCC3)=O)F |o1:16| (3S*,8aR)-7-(3-Chloro-2-fluoro-6-(1H-tetrazol-1-yl)phenyl)-5-oxo-N-(2'-oxospiro[cyclopentane-1,3'-indolin]-5'-yl)-1,2,3,5,8,8a-hexahydroindolizine-3-carboxamide